2-chloro-3,3,3-trifluoro-1-propene ClC(=C)C(F)(F)F